C(#N)C(C(=O)O)=CC1=CC=C(C=C1)C=1OC2=C(C1)C=CC(=C2)N(C2=CC=CC=C2)C2=CC=CC=C2 2-cyano-3-(4-(6-(diphenylamino)benzofuran-2-yl)phenyl)acrylic acid